1-(3-(2,3'-dichloro-2',6-difluoro-6'-hydroxy-[1,1'-biphenyl]-4-yl)-2-(2-isopropylphenyl)-5,6-dihydroimidazo[1,2-a]pyrazin-7(8H)-yl)prop-2-en-1-one ClC1=C(C(=CC(=C1)C1=C(N=C2N1CCN(C2)C(C=C)=O)C2=C(C=CC=C2)C(C)C)F)C2=C(C(=CC=C2O)Cl)F